5-hydroxy-1-(4-hydroxyphenyl)-N,2-dimethyl-4-(piperidin-1-ylmethyl)-1H-indole-3-carboxamide OC=1C(=C2C(=C(N(C2=CC1)C1=CC=C(C=C1)O)C)C(=O)NC)CN1CCCCC1